bis-cyanoamine C(#N)NC#N